ClC1=NN2C(N=CC(=C2Cl)OC2=CC(=CC=C2)C2CC2)=C1 2,7-dichloro-6-(3-cyclopropylphenoxy)pyrazolo[1,5-a]pyrimidine